2,3-dimethyl-2H-indazol CN1N=C2C=CC=CC2=C1C